trideca-1,3,6,8-tetraen-12-one C=CC=CCC=CC=CCCC(C)=O